N-(4-(2-(4-ethoxyphenyl)propyl)-6-(((R)-1-hydroxy-4-methylpent-2-yl)amino)-1,3,5-triazin-2-yl)methanesulfonamide C(C)OC1=CC=C(C=C1)C(CC1=NC(=NC(=N1)N[C@@H](CO)CC(C)C)NS(=O)(=O)C)C